O1CC(CCC1)CCC=O 3-(tetrahydro-2H-pyran-3-yl)propanal